NC1=NC(=CC(=N1)N1CCC2(C[C@H](NC2)C(=O)OCC)CC1)O[C@@H](C(F)(F)F)C1=C(C=C(C=C1)Cl)C1=CC(=CC=C1)O (S)-ethyl 8-(2-amino-6-((R)-1-(5-chloro-3'-hydroxy-[1,1'-biphenyl]-2-yl)-2,2,2-trifluoroethoxy)pyrimidin-4-yl)-2,8-diazaspiro[4.5]decane-3-carboxylate